3-fluoro-2-(4-(methylsulfonyl)phenyl)-1-phenyl-1H-pyrrole FC1=C(N(C=C1)C1=CC=CC=C1)C1=CC=C(C=C1)S(=O)(=O)C